IC1=CN=C(S1)C(F)(F)F 5-iodo-2-(trifluoromethyl)thiazole